3-(((7-(2-aminopyrimidin-4-yl)-2,3-dihydrofuro[3,2-c]pyridin-4-yl)amino)methyl)-N-(5-((2-(dimethylamino)ethyl)(methyl)amino)pyridin-2-yl)benzamide NC1=NC=CC(=N1)C=1C2=C(C(=NC1)NCC=1C=C(C(=O)NC3=NC=C(C=C3)N(C)CCN(C)C)C=CC1)CCO2